L-5-nonadecyl-resorcinolethanol C(CCCCCCCCCCCCCCCCCC)C=1C=C(C(=C(O)C1)CCO)O